C1(=CC=CC=C1)P(C1=C(SC=C1)P(C=1SC=CC1)C1=CC=CC=C1)C1=CC=CC=C1 3-(diphenyl-phosphino)-2-[phenyl-(2-thienyl)phosphino]thiophene